6-Amino-5-(4-methylpiperazin-1-yl)-2,3-dihydro-1,4-benzodioxine NC1=C(C2=C(OCCO2)C=C1)N1CCN(CC1)C